C1(CCCCC1)CNCC=1C=CC=2N(C1)C=C(N2)CNC(=O)C=2OC1=CC=CC=C1C(C2)=O N-[(6-{[(cyclohexyl-methyl)amino]methyl}imidazo[1,2-a]pyridin-2-yl)methyl]-4-oxo-4H-chromene-2-carboxamide